FC1=C(C=C(C=C1)CC1=NNC(C2=CC=CC=C12)=O)C=1C=C2C(=NC1)NC(=N2)NC(OCC)=O Ethyl (6-(2-fluoro-5-((4-oxo-3,4-dihydrophthalazin-1-yl)methyl)phenyl)-3H-imidazo[4,5-b]pyridin-2-yl)carbamate